OCC([C@@H](C[C@@H]1C(NCC1)=O)NC(=O)[C@@H]1N(C[C@@H]2[C@H]1CCC2)C(=O)C=2NC1=CC=CC=C1C2)=O (1R,3aS,6aR)-N-((R)-4-hydroxy-3-oxo-1-((R)-2-oxopyrrolidin-3-yl)butan-2-yl)-2-(1H-indole-2-carbonyl)octahydrocyclopenta[c]pyrrole-1-carboxamide